5-((2R,5S)-5-methylpiperidin-2-yl)-2-(1,2,2-trimethylpyrrolidin-3-yl)benzo[d]thiazole C[C@H]1CC[C@@H](NC1)C=1C=CC2=C(N=C(S2)C2C(N(CC2)C)(C)C)C1